7-(4-bromo-3-chloro-benzoyl)-N-[(4-isopropylphenyl)methyl]-2-(4-methoxyphenyl)-3-oxo-6,8-dihydro-5H-imidazo[1,5-a]pyrazine-1-carboxamide BrC1=C(C=C(C(=O)N2CC=3N(CC2)C(N(C3C(=O)NCC3=CC=C(C=C3)C(C)C)C3=CC=C(C=C3)OC)=O)C=C1)Cl